ClC1=NC=C(C(=N1)C=1C=C2C(=C(C=NC2=CC1)C1(CCCC1)O)C(C)C)F 1-(6-(2-chloro-5-fluoropyrimidin-4-yl)-4-isopropylquinolin-3-yl)cyclopentane-1-ol